C(C1=CC=CC=C1)OC1=NC(=CC=C1C1=NN(C2=C(C=CC=C12)NC1CCC2(CCN(C2)C(=O)OC(C)(C)C)CC1)C)OCC1=CC=CC=C1 tert-butyl 8-((3-(2,6-bis(benzyloxy)pyridin-3-yl)-1-methyl-1H-indazol-7-yl) amino)-2-azaspiro[4.5]decane-2-carboxylate